6-[4-(6-amino-4-methoxypyridin-3-yl)piperidine-1-carbonyl]4-methoxypyridin-3-ol NC1=CC(=C(C=N1)C1CCN(CC1)C(=O)C1=CC(=C(C=N1)O)OC)OC